C(CCCCCCCCCCCCCCCCCCO)O nonadecane-1,19-diol